dioxygen thiomorpholinium [NH2+]1CCSCC1.[O+2].[O+2]